di(dodecyl)-D-glutamyl-ammonium chloride [Cl-].C(CCCCCCCCCCC)N([C@H](CCC(=O)O)C(=O)[NH3+])CCCCCCCCCCCC